7'-(4,4,5,5-tetramethyl-1,3,2-dioxaborolan-2-yl)spiro[cyclohexane-1,9'-fluorene]-1'-carbonitrile CC1(OB(OC1(C)C)C1=CC=C2C=3C=CC=C(C3C3(C2=C1)CCCCC3)C#N)C